NC1=C2C(=NC=N1)N(N=C2C2=CC=C(C=C2)N)CC(C)(O)C 1-(4-amino-3-(4-aminophenyl)-1H-pyrazolo[3,4-d]pyrimidin-1-yl)-2-methylpropan-2-ol